C(C)(C)(C)OC(=O)N1[C@H](CN(CC1)C=1C=CC=2N(C(N=C(N2)C2=CC3=CN(N=C3C(=C2)F)C)=O)C1)C (S)-4-(2-(7-fluoro-2-methyl-2H-indazol-5-yl)-4-oxo-4H-pyrido[1,2-a][1,3,5]triazin-7-yl)-2-methylpiperazine-1-carboxylic acid tert-butyl ester